(+/-)-3-(4-isopropylphenyl)-2-methylpropionaldehyde C(C)(C)C1=CC=C(C=C1)C[C@H](C=O)C |r|